2-[[4-(4,4,5,5-tetramethyl-1,3,2-dioxaborolan-2-yl)pyrazol-1-yl]methyl]pyrimidin-5-ol CC1(OB(OC1(C)C)C=1C=NN(C1)CC1=NC=C(C=N1)O)C